5-{(3R)-1-[(R)-cyclopropyl(1H-imidazol-2-yl)methyl]-5',6'-dihydrospiro[pyrrolidine-3,4'-pyrrolo[1,2-b]pyrazol]-2'-yl}-3-(difluoromethoxy)pyridin-2-amine C1(CC1)[C@@H](N1C[C@]2(CCN3N=C(C=C32)C=3C=C(C(=NC3)N)OC(F)F)CC1)C=1NC=CN1